C1(CC1)C1=CC=2N(C(NC(C2S1)=O)=O)C1=CC=C(C=C1)OC(F)F 6-cyclopropyl-1-(4-(difluoromethoxy)phenyl)thieno[3,2-d]pyrimidine-2,4(1H,3H)-dione